C12CCC(CC1)N2C2=CC(=C(C(=C2C#N)C2=C(C=NN2C)Br)F)Cl 6-(7-azabicyclo[2.2.1]heptan-7-yl)-2-(4-bromo-1-methyl-1H-pyrazol-5-yl)-4-chloro-3-fluorobenzonitrile